2,6-diethyl-4-methylphenylacetic acid tert-butyl ester C(C)(C)(C)OC(CC1=C(C=C(C=C1CC)C)CC)=O